N-((S)-(4,4-difluorocyclohexyl)(2-(((5S)-2-oxo-5-(trifluoromethyl)piperidin-3-yl)methyl)imidazo[1,2-b][1,2,4]triazin-6-yl)methyl)-1-isopropyl-1H-pyrazole-5-carboxamide FC1(CCC(CC1)[C@H](NC(=O)C1=CC=NN1C(C)C)C=1N=C2N(N=C(C=N2)CC2C(NC[C@H](C2)C(F)(F)F)=O)C1)F